COC(C(=O)OCC1=CC=CC=C1)\C=C\CCCCC benzyl (E)-2-methoxynon-3-enoate